bis(di-tert-butyl-(4-dimethylaminophenyl)phosphine) palladium dichloride [Pd](Cl)Cl.C(C)(C)(C)P(C1=CC=C(C=C1)N(C)C)C(C)(C)C.C(C)(C)(C)P(C1=CC=C(C=C1)N(C)C)C(C)(C)C